Cl.FC1=CC=C(OC=2C=C(C=CC2)NC(=O)[C@@H]2CNC[C@H]2C2=CC=CC=C2)C=C1 |r| (±)-trans-N-[3-(4-fluorophenoxy)phenyl]-4-phenylpyrrolidine-3-carboxamide hydrochloride